fluorothianthrene tetrafluoroborate F[B-](F)(F)F.FC1=CC=CC=2SC3=CC=CC=C3SC12